FC1=C(C=CC=C1F)[N+](=O)[O-] 2,3-difluoro-1-nitrobenzene